2-[(2R)-2-amino-3-(methylsulfanyl)propyl]-5-chloro-N-[(furan-2-yl)methyl]-3-methylthieno[3,2-b]pyridin-7-amine N[C@H](CC1=C(C2=NC(=CC(=C2S1)NCC=1OC=CC1)Cl)C)CSC